sodium dioctyl dibutyrate C(CCC)(=O)OCCCCCCCC.C(CCC)(=O)OCCCCCCCC.[Na]